6-[3-(6-methyl-2-pyridyl)-1H-pyrazol-4-yl]-3-piperazin-1-yl-quinoline CC1=CC=CC(=N1)C1=NNC=C1C=1C=C2C=C(C=NC2=CC1)N1CCNCC1